BrC1=C2C(=NC(=C1F)N)CCO2 7-bromo-6-fluoro-2,3-dihydrofuro[3,2-b]pyridin-5-amine